sodium 3,4-dihydroxybutane-2-sulfonate OC(C(C)S(=O)(=O)[O-])CO.[Na+]